(Z)-N-((E)-1-aminoethylidene)-3-(4-chlorophenyl)-4-phenyl-N'-((4-(trifluoromethoxy)phenyl)sulfonyl)-5,6-dihydropyridazine-1(4H)-carboximidamide N\C(\C)=N\C(=N\S(=O)(=O)C1=CC=C(C=C1)OC(F)(F)F)\N1N=C(C(CC1)C1=CC=CC=C1)C1=CC=C(C=C1)Cl